3-((2-(trifluoromethyl)pyridin-3-yl)thio)propionic acid-2-ethylhexyl ester C(C)C(COC(CCSC=1C(=NC=CC1)C(F)(F)F)=O)CCCC